FC1=CC=C2C(=CNC(C2=C1F)=O)[C@@H](C)N(C(=O)NCC1=CC=C(C=C1)F)C |r| Racemic-1-(1-(7,8-difluoro-1-oxo-1,2-dihydroisoquinolin-4-yl)ethyl)-3-(4-fluorobenzyl)-1-methylurea